The molecule is a cyclic monoterpene ketone that is camphor bearing a hydroxy substituent at position 5. It is a bornane monoterpenoid and a cyclic monoterpene ketone. It derives from a camphor. CC1(C2CC(=O)C1(CC2O)C)C